(((((1R,2S,5R)-2-carbamoyl-7-oxo-1,6-diazabicyclo[3.2.1]octan-6-yl) oxy) sulfonyl) oxy)-3,3-dimethylbutylbenzoate C(N)(=O)[C@H]1N2C(N([C@H](CC1)C2)OS(=O)(=O)OC=2C(=C(C(=O)[O-])C=CC2)CCC(C)(C)C)=O